9-(pyridin-2-yl)-6-oxaspiro[4.5]decane-9-carboxamide N1=C(C=CC=C1)C1(CCOC2(CCCC2)C1)C(=O)N